C1(=CC=CC=C1)N=C=N phenylcarbodiimide